COC1=C(CN2C(N(CCC2=O)C=2C=NN3C2C=C(C=C3)C[C@H]3C[C@@H](N(CC3)C(=O)N(C)CC)C)=O)C=CC(=C1)OC (2S,4R)-4-((3-(3-(2,4-dimethoxybenzyl)-2,4-dioxotetrahydropyrimidin-1(2H)-yl)pyrazolo[1,5-a]pyridin-5-yl)methyl)-N-ethyl-N,2-dimethylpiperidine-1-carboxamide